6-fluoro-7-((4-(2-fluoro-6-((methyl-d3)carbamoyl)pyridin-3-yl)piperazin-1-yl)methyl)-3-methylpyrazolo[1,5-a]quinoxalin-4(5H)-one FC1=C2NC(C=3N(C2=CC=C1CN1CCN(CC1)C=1C(=NC(=CC1)C(NC([2H])([2H])[2H])=O)F)N=CC3C)=O